5-[6-tert-butyl-3-(1H-imidazol-4-yl)imidazo[1,2-a]pyrimidin-2-yl]-3-(trifluoromethyl)-1H-1,2,4-triazole C(C)(C)(C)C=1C=NC=2N(C1)C(=C(N2)C2=NC(=NN2)C(F)(F)F)C=2N=CNC2